tri(Isobutyl)aluminum C(C(C)C)[Al](CC(C)C)CC(C)C